C(C1=CC=CC=C1)OC1=CC=C2C(=NN=C(C2=C1)NC(C)C1=CC=C(S1)C1=C(COC(NC)=O)C=CC=C1)C (2-(5-(1-((7-(benzyloxy)-4-methylphthalazin-1-yl)amino)ethyl)thiophen-2-yl)benzyl)(methyl)carbamate